1,3-dioxoisoindolin-2-yltetrahydro-2H-pyran-4-carboxylate O=C1N(C(C2=CC=CC=C12)=O)C1OCCC(C1)C(=O)[O-]